C(C)NC(=S)N\N=C(\CCC(=O)NCC[P+](C1=CC=CC=C1)(C1=CC=CC=C1)C1=CC=CC=C1)/C=N/NC(NCC)=S (2-((4Z,5E)-4,5-bis(2-(ethylcarbamothioyl)hydrazineylidene)pentanamido)ethyl)triphenylphosphonium